Ethyl 2-[(tert-butoxy)carbonyl]amino-5-(1-methyl-1H-pyrazol-3-yl)-4-phenylthiophene-3-carboxylate C(C)(C)(C)OC(=O)NC=1SC(=C(C1C(=O)OCC)C1=CC=CC=C1)C1=NN(C=C1)C